tert-butyl 4-[2-(dimethylamino)-4-(2-ethoxy-2-oxoethyl)-5-ethyl-7-oxo-[1,2,4]triazolo[1,5-a]pyrimidin-6-yl]piperazine-1-carboxylate CN(C1=NN2C(N(C(=C(C2=O)N2CCN(CC2)C(=O)OC(C)(C)C)CC)CC(=O)OCC)=N1)C